COC1=CC=C(C=N1)C1COC2=C(O1)C=CC(=C2)B(O)O (2-(6-methoxypyridin-3-yl)-2,3-dihydrobenzo[b][1,4]dioxin-6-yl)boronic acid